C1(CCCCC1)CC(=O)NC(C(=O)O)CCN(CCCCC1=NC=2NCCCC2C=C1)CCOC 2-[(2-cyclohexylacetyl)amino]-4-[2-methoxyethyl-[4-(5,6,7,8-tetrahydro-1,8-naphthyridin-2-yl)butyl]amino]butanoic acid